6-(tert-butylsulfonyl)-7-(1H-pyrazol-4-yl)imidazo[1,2-a]pyridine C(C)(C)(C)S(=O)(=O)C=1C(=CC=2N(C1)C=CN2)C=2C=NNC2